Tert-butyl 4-[3-(2,4-dioxo-1,3-diazinan-1-yl)-1-methylindazol-6-yl]-3-methylpiperidine-1-carboxylate O=C1N(CCC(N1)=O)C1=NN(C2=CC(=CC=C12)C1C(CN(CC1)C(=O)OC(C)(C)C)C)C